Methyl (E)-4-[2-[3-[4-(1,4-diazepan-1-yl)-2-[[(1R)-1-(1-naphthyl)ethyl]carbamoyl]phenyl]propanoyl]hydrazino]-4-oxo-but-2-enoate hydrochloride salt Cl.N1(CCNCCC1)C1=CC(=C(C=C1)CCC(=O)NNC(/C=C/C(=O)OC)=O)C(N[C@H](C)C1=CC=CC2=CC=CC=C12)=O